BrC=1C=C(C=C(C1)Cl)CNS(=O)(=O)C N-[(3-bromo-5-chloro-phenyl)methyl]methanesulfonamide